(E)-N-(4-(1-(6-(4-(4-(7-((2-(2,6-dioxopiperidin-3-yl)-1-oxoisoindolin-4-yl)oxy)heptanoyl)piperazin-1-yl)piperidin-1-yl)nicotinoyl)piperidin-4-yl)butyl)-3-(pyridin-3-yl)acrylamide O=C1NC(CCC1N1C(C2=CC=CC(=C2C1)OCCCCCCC(=O)N1CCN(CC1)C1CCN(CC1)C1=NC=C(C(=O)N2CCC(CC2)CCCCNC(\C=C\C=2C=NC=CC2)=O)C=C1)=O)=O